[Li].ClC1=CC(=C(C=C1)CS(=O)(=O)NCC1=CC=C(C=C1)C1=NOC(=N1)C(F)(F)F)F 1-(4-chloro-2-fluoro-phenyl)-N-[[4-[5-(trifluoromethyl)-1,2,4-oxadiazol-3-yl]phenyl]methyl]methanesulfonamide lithium